diallyl ether monomethacrylate C(C(=C)C)(=O)O.C(C=C)OCC=C